(±)-tert-butyl 3-(((2-(trifluoromethyl)phenyl) amino)methyl)pyrrolidine-1-carboxylate FC(C1=C(C=CC=C1)NC[C@@H]1CN(CC1)C(=O)OC(C)(C)C)(F)F |r|